2-Chloro-4-((4-methoxybenzyl)oxy)-7-tosyl-7H-pyrrolo[2,3-d]pyrimidine ClC=1N=C(C2=C(N1)N(C=C2)S(=O)(=O)C2=CC=C(C)C=C2)OCC2=CC=C(C=C2)OC